4-(4-chlorobenzyl)-7-(3-chlorobenzyl)-6,7,8,9-tetrahydropyrazolo[1,5-a]pyrido[3,4-e]pyrimidin-5(4H)-one ClC1=CC=C(CN2C=3N(C4=C(C2=O)CN(CC4)CC4=CC(=CC=C4)Cl)N=CC3)C=C1